CC1CCC(CC1)C(COCC)(COC)CC[Si](C1=CC=CC=C1)(C)C 2-(4-methylcyclohexyl)-2-(2-dimethylphenylsilylethyl)-1-ethoxy-3-methoxy-propane